1H-imidazol-3-ium trifluoromethanesulfonate FC(S(=O)(=O)[O-])(F)F.N1C=[NH+]C=C1